O=C1NC(CCC1OC=1C=CC(=NC1)C1CCN(CC1)CC(=O)OC(C)(C)C)=O tert-butyl 2-(4-(5-((2,6-dioxopiperidin-3-yl)oxy)pyridin-2-yl)piperidin-1-yl)acetate